NC1=C(C=C(C=C1)C#N)NC(=O)C1(CC2(CC2)C1)C=1N=C2CCCN(C2=CC1)C(=O)OC(C)(C)C tert-butyl 6-(5-((2-amino-5-cyanophenyl)carbamoyl)spiro[2.3]hexan-5-yl)-3,4-dihydro-1,5-naphthyridine-1(2H)-carboxylate